4-bromo-N,N-diphenylaniline C1=CC=C(C=C1)N(C2=CC=CC=C2)C3=CC=C(C=C3)Br